FC(C(CC(=O)OC)=O)(F)F methyl 4,4,4-trifluoro-3-oxo-butanoate